CC(C)(C)C1=CC(=CC(=C1O)C(C)(C)C)C2=CC(=C(C(=C2)C(C)(C)C)O)C(C)(C)C 4,4-bis(2,6-di-tert-butylphenol)